Methyl 5-(4-bromothiazol-2-yl)-2-methyl-2H-1,2,6-thiadiazine-3-carboxylate 1,1-dioxide BrC=1N=C(SC1)C=1C=C(N(S(N1)(=O)=O)C)C(=O)OC